Methyl-(E)-3-(6-(2-(3-methylbenzylidene)hydrazinyl)-2-morpholino-9H-purin-9-yl)azetidine CN1CC(C1)N1C2=NC(=NC(=C2N=C1)N/N=C/C1=CC(=CC=C1)C)N1CCOCC1